5-phenylcyclooctene C1(=CC=CC=C1)C1CCC=CCCC1